N,N-dimethylpropan-1,3-diamin CN(CCCN)C